(2R)-2-[6-chloro-1-methylsulfonylpyrrolo[3,2-c]pyridin-2-yl]piperidine-1-carboxylic acid tert-butyl ester C(C)(C)(C)OC(=O)N1[C@H](CCCC1)C1=CC=2C=NC(=CC2N1S(=O)(=O)C)Cl